BrC=1CCCC2=C(C1C1=CC=C(C=C1)CC1CN(C1)CCCF)C=C(C(=C2)C(=O)OC)C#N Methyl 8-bromo-2-cyano-9-(4-((1-(3-fluoropropyl)azetidin-3-yl)methyl)phenyl)-6,7-dihydro-5H-benzo[7]annulene-3-carboxylate